CN1CCC(CC1)COC1=CC=CC(=N1)N1CCN(CC1)CC1=NC2=C(N1C[C@H]1OCC1)C=C(C=C2)C(=O)O (S)-2-((4-(6-((1-methylpiperidin-4-yl)methoxy)pyridin-2-yl)piperazin-1-yl)methyl)-1-(oxetan-2-ylmethyl)-1H-benzo[d]imidazole-6-carboxylic acid